OCCCC(=O)[O-].[Mg+2].OCCCC(=O)[O-] magnesium γ-hydroxybutanoate salt